2-[(2R)-3-(tert-butylamino)-2-[tert-butyl(dimethyl)silyl]oxy-propyl]isoindoline-1,3-dione C(C)(C)(C)NC[C@H](CN1C(C2=CC=CC=C2C1=O)=O)O[Si](C)(C)C(C)(C)C